benzyl (2S)-4-[7-(3-benzyloxy-1-naphthyl)-2-[[(2R)-1-methylpyrrolidin-2-yl] methoxy]-6,8-dihydro-5H-pyrido[3,4-d]pyrimidin-4-yl]-2-(cyanomethyl)piperazine-1-carboxylate C(C1=CC=CC=C1)OC=1C=C(C2=CC=CC=C2C1)N1CC=2N=C(N=C(C2CC1)N1C[C@@H](N(CC1)C(=O)OCC1=CC=CC=C1)CC#N)OC[C@@H]1N(CCC1)C